6-{1-[(3,3-difluorocyclobutyl)methyl]-1H-pyrazol-4-yl}-2-methyl-7-(trifluoromethyl)-5H-[1,3,4]thiadiazolo[3,2-a]pyrimidin-5-one FC1(CC(C1)CN1N=CC(=C1)C1=C(N=C2N(C1=O)N=C(S2)C)C(F)(F)F)F